OC(C(C(CO)O)O)(C(=O)O)C(=O)O 1,2,3,4-tetrahydroxybutane-1,1-dicarboxylic acid